C(=O)O.C(C)(=O)N acetamide formate salt